FC(COCCOC1=CC=C(C=N1)C1=CC(NC=N1)=O)(F)F 6-{6-[2-(2,2,2-trifluoroethoxy)ethoxy]pyridin-3-yl}pyrimidin-4(3H)-one